FC=1C=C(C=C(C1)F)[C@@H]1COC2=NN(C(N21)=O)C2=CC=CC=C2 (R)-5-(3,5-difluorophenyl)-2-phenyl-5,6-dihydrooxazolo[2,3-c][1,2,4]triazol-3(2H)-one